C(C)(C)(C)OC(=O)C1(CC(C2=CC(=CC=C2C1)OC)CC(=O)O)C(=O)OC(C)(C)C 2-(3,3-bis(tert-butoxycarbonyl)-7-methoxy-1,2,3,4-tetrahydronaphthalen-1-yl)acetic acid